N1(CCCCC1)CCOC1=CC=C(C(=O)O)C=C1 4-(2-(piperidin-1-yl)ethoxy)benzoic acid